9a-fluoro-16b-methyl-17α-hydroxy-21-chloropregna-1,4-diene-3,11,20-trione F[C@@]12[C@]3(C=CC(C=C3CC[C@H]1[C@@H]1C[C@@H]([C@](C(CCl)=O)([C@]1(CC2=O)C)O)C)=O)C